C1(CCC1)CN1C(C2=CC=C(C=C2C1)C=1SC=C(N1)NC(=O)N[C@@H]1CNCCC1)=O (S)-1-(2-(2-(cyclobutylmethyl)-1-oxoisoindolin-5-yl)thiazol-4-yl)-3-(piperidin-3-yl)urea